C12COCC2C1B(O)O 3-oxabicyclo[3.1.0]hex-6-ylboronic acid